C=1C=NC2=NC=C3N(C21)CC=N3 imidazo-[1,2-a]pyrrolo[2,3-e]pyrazine